C(C)(C)OC([C@@H](NP(=O)(OC1=CC=C(C=C1)Br)Cl)C)=O (chloro(4-bromophenoxy)phosphoryl)-L-alanine isopropyl ester